C(C)(=O)OC(C(=O)NC1CC1)CC[C@@H]1C(NCC1)=O 1-(cyclopropylamino)-1-oxo-4-((S)-2-oxopyrrolidin-3-yl)butan-2-yl acetate